C(CCCCCCC\C=C/CCCCCC)(=O)OC(CCCCCCCCCCCCCCCCCCCCC)=O behenoyl palmitoleate